tert-butyl (S)-2-(3-(methoxycarbonyl)bicyclo[1.1.1]pentan-1-yl)-1,3-dioxohexahydroimidazo[1,5-a]pyrazine-7(1H)-carboxylate COC(=O)C12CC(C1)(C2)N2C(N1[C@@H](CN(CC1)C(=O)OC(C)(C)C)C2=O)=O